4-(2-(2-(2-Chlorobenzyl)-4,6-dimethylphenoxy)ethyl)morpholine ClC1=C(CC2=C(OCCN3CCOCC3)C(=CC(=C2)C)C)C=CC=C1